Cadmium sulphoselenide S(=O)(=O)(O)[Se]S(=O)(=O)O.[Cd]